p-phenylenebis(2-oxazoline) C1(=CC=C(C=C1)C=1OCCN1)C=1OCCN1